C(C)(=O)C1=CC=C(C=C1)C=1C=CC(=NC1)C1=CC(=C(C2=CC=CC=C12)O)C(=O)N(C)C 4-[5-(4-acetylphenyl)pyridin-2-yl]-1-hydroxy-N,N-dimethylnaphthalene-2-carboxamide